CC1=CC=C(C=C1)S(=O)(=O)O[C@H]1[C@@H]2[C@H](OC1)[C@@H](CO2)O (3R,3aS,6R,6aR)-6-hydroxyhexahydrofuro[3,2-b]furan-3-yl 4-methylbenzenesulfonate